FC1=CC=C(OC=2C=CC(=NC2)NC(C(=C)N2CC(N(CC2)C(=O)C2=CNC(C(=C2)CO)=O)(C)C)=O)C=C1 (S)-N-(5-(4-fluorophenoxy)pyridin-2-yl)-2-(4-(5-(hydroxymethyl)-6-oxo-1,6-dihydropyridine-3-carbonyl)-3,3-dimethylpiperazin-1-yl)propenamide